N12C[C@@H](C(CC1)CC2)OC(=O)N2[C@H](C1=CC=CC=C1CC2)C2=CC=CC=C2 (3R)-1-azabicyclo[2.2.2]oct-3-yl-(1S)-1-phenyl-3,4-dihydroisoquinoline-2(1H)-carboxylate